1-(dimethylamino)-2-propylamine CN(CC(C)N)C